C1C2CC3(CC(CC13)C2)NCCCN2CCN(CC2)CC2=C1C(N(C(=NC1=CC=C2)C)C2C(NC(CC2)=O)=O)=O 3-(5-((4-(3-(((3as,6as)-hexahydro-2,5-methanopentalen-3a(1H)-yl)amino)propyl)piperazin-1-yl)methyl)-2-methyl-4-oxoquinazolin-3(4H)-yl)piperidine-2,6-dione